gamma-2-azidoethyl-L-glutamate N(=[N+]=[N-])CCC(C[C@H](N)C(=O)[O-])C(=O)[O-]